2-benzyl-N-(8-fluoro-4-methyl-3-quinolyl)-4-methyl-pentanamide C(C1=CC=CC=C1)C(C(=O)NC=1C=NC2=C(C=CC=C2C1C)F)CC(C)C